2,3,4,5-tetramethyl-cyclopentadienyl-dimethylsilyl-(2-isopropyl-4-naphthyl)indenyl-zirconium dichloride [Cl-].[Cl-].CC=1C(C(=C(C1C)C)C)[Si](C)(C)[Zr+2](C1C=CC2=CC=CC=C12)C1=CC(=CC2=CC=CC=C12)C(C)C